5-ethyl-1-(4-fluorophenyl)-4,6-dimethyl-2-oxo-1,2-dihydropyridine-3-carboxylic acid C(C)C=1C(=C(C(N(C1C)C1=CC=C(C=C1)F)=O)C(=O)O)C